FC1([C@H](C1)C(=O)O)F (1R)-2,2-difluorocyclopropanecarboxylic acid